N-(1-methyl-5-propoxy-1H-pyrazol-3-yl)azetidine-3-carboxamide hydrochloride Cl.CN1N=C(C=C1OCCC)NC(=O)C1CNC1